C(C)N1N=C(C(=C1C(C)C)O)C(C)C 1-Ethyl-4-hydroxy-3,5-diisopropyl-pyrazol